ClC1=C(C(=CC=2CN3[C@@H](COC21)CN(CC3)C(C=C)=O)F)C3=C(C=CC=C3O)Cl 1-[(12aR)-10-chloro-9-(2-chloro-6-hydroxyphenyl)-8-fluoro-3,4,12,12a-tetrahydro-6H-pyrazino[2,1-c][1,4]benzoxazepin-2(1H)-yl]prop-2-en-1-one